(3R)-1-cyclopropyl-N-{6,7-dimethoxy-1H,2H,3H-cyclopenta[b]quinolin-9-yl}pyrrolidin-3-amine C1(CC1)N1C[C@@H](CC1)NC1=C2C(=NC=3C=C(C(=CC13)OC)OC)CCC2